O([C@H]1[C@H](O)[C@@H](O)[C@H](O)[C@H](O1)C(=O)O)C=1C=CC=C2C=CC=NC12 8-quinolinyl beta-D-glucopyranosiduronic acid